(2R)-2-(dimethylamino)-1-(2-(4-phenyl-1H-imidazol-2-yl)piperidin-1-yl)propan-1-one CN([C@@H](C(=O)N1C(CCCC1)C=1NC=C(N1)C1=CC=CC=C1)C)C